C(C)(C)(C)N=P(N1CCCC1)(N1CCCC1)N1CCCC1 t-butyliminotris(pyrrolidinyl)phosphine